The molecule is a D-alpha-amino acid zwitterion arising from the transfer of a proton from the carboxy to the amino group of D-norleucine; major species at pH 7.3. It is a tautomer of a D-norleucine. CCCC[C@H](C(=O)[O-])[NH3+]